1-[4-[2-(4-chlorophenoxy)acetyl]-1-piperazinyl]-3-(3,4,5-trimethoxyphenyl)-2-Propen-1-one ClC1=CC=C(OCC(=O)N2CCN(CC2)C(C=CC2=CC(=C(C(=C2)OC)OC)OC)=O)C=C1